(3S)-pyrrolidine-3-ol hydrochloride Cl.N1C[C@H](CC1)O